N1(CCC1)C1=CC=C2C3(CC=4C(=NOC4C2=C1)NS(=O)(=O)C1=C(C=C(C=C1OC)C(=O)N1C2CC2N(CCC1)C)OC)CC3 rac-N-[8'-(azetidin-1-yl)-4'H-spiro[cyclopropane-1,5'-naphtho[2,1-d][1,2]oxazol]-3'-yl]-2,6-dimethoxy-4-{6-methyl-2,6-diazabicyclo[5.1.0]octane-2-carbonyl}benzenesulfonamide